OC1=C(C=C(C=C1)C(CC(=O)O)(C)C1=CC(=C(C=C1)O)C(C)(C)C)C(C)(C)C 3,3-bis-(4'-hydroxy-3-tert-butylphenyl)butanoic acid